ClC1=C(C=CC(=C1)NC=1N=CC2=C(N1)N(C(C(=C2)C#N)=O)C2CCCC2)N2CCN(CC2)C(=O)OC(C)(C)C tert-butyl 4-[2-chloro-4-[(6-cyano-8-cyclopentyl-7-oxo-pyrido[2,3-d]pyrimidin-2-yl)amino]phenyl]piperazine-1-carboxylate